C(#N)C1=CNC2=C(C=CC(=C12)F)NS(=O)(=O)C=1C=NN(C1)C(CO)F N-(3-Cyano-4-fluoro-1H-indol-7-yl)-1-(1-fluoro-2-hydroxy-ethyl)pyrazol-4-sulfonamid